C(C)(C)(C)C1=C(C(=CC(=C1)OC)C1=C(C(=CC(=C1)OC)C(C)(C)C)OP1OC2=C(C3=C(O1)C(=CC(=C3)OC)C(C)(C)C)C=C(C=C2C(C)(C)C)OC)O 3,3'-Di-tert-butyl-2'-((4,8-di-tert-butyl-2,10-dimethoxydibenzo[d,f][1,3,2]dioxaphosphepin-6-yl)oxy)-5,5'-dimethoxy-[1,1'-biphenyl]-2-ol